(R)-N-((5-(perfluorophenyl)pyridin-2-yl)methyl)-5,6,7,8-tetrahydroquinolin-8-amine FC1=C(C(=C(C(=C1F)F)F)F)C=1C=CC(=NC1)CN[C@@H]1CCCC=2C=CC=NC12